bis-(4-isocyanato-3-methyl-cyclohexyl)methane N(=C=O)C1C(CC(CC1)CC1CC(C(CC1)N=C=O)C)C